BrC=1C=C2C(=NN=C(C2=CC1)NC(C)C1=C(C(=CC=C1)C(F)F)F)NCC(OC)OC 6-bromo-N1-[1-(3-difluoromethyl-2-fluoro-phenyl)-ethyl]-N4-(2,2-dimethoxy-ethyl)-phthalazine-1,4-diamine